The molecule is a tRNA oligonucleotide comprised of one inosine, one 1-methylated inosine, three cytidine, three guanosine and three uridine residues connected by 3'->5' phosphodiester linkages in the sequence C-U-U-I-G-C-m(1)I-U-G-C-G and with a phosphono group at the 3'-terminus. CN1C=NC2=C(C1=O)N=CN2[C@H]3[C@@H]([C@@H]([C@H](O3)COP(=O)(O)O[C@@H]4[C@H](O[C@H]([C@@H]4O)N5C=CC(=NC5=O)N)COP(=O)(O)O[C@@H]6[C@H](O[C@H]([C@@H]6O)N7C=NC8=C7N=C(NC8=O)N)COP(=O)(O)O[C@@H]9[C@H](O[C@H]([C@@H]9O)N1C=NC2=C1N=CN=C2O)COP(=O)(O)O[C@@H]1[C@H](O[C@H]([C@@H]1O)N1C=CC(=O)NC1=O)COP(=O)(O)O[C@@H]1[C@H](O[C@H]([C@@H]1O)N1C=CC(=O)NC1=O)COP(=O)(O)O[C@@H]1[C@H](O[C@H]([C@@H]1O)N1C=CC(=NC1=O)N)CO)OP(=O)(O)OC[C@@H]1[C@H]([C@H]([C@@H](O1)N1C=CC(=O)NC1=O)O)OP(=O)(O)OC[C@@H]1[C@H]([C@H]([C@@H](O1)N1C=NC2=C1N=C(NC2=O)N)O)OP(=O)(O)OC[C@@H]1[C@H]([C@H]([C@@H](O1)N1C=CC(=NC1=O)N)O)OP(=O)(O)OC[C@@H]1[C@H]([C@H]([C@@H](O1)N1C=NC2=C1N=C(NC2=O)N)O)OP(=O)(O)O)O